Tert-butyl 2-(5-((dibenzo[b,d]furan-2-ylmethyl)amino)-2-(4-(2-(4-fluorophenoxy)ethoxy)phenyl)-6-oxopyrimidin-1(6H)-yl)acetate C1=C(C=CC=2OC3=C(C21)C=CC=C3)CNC3=CN=C(N(C3=O)CC(=O)OC(C)(C)C)C3=CC=C(C=C3)OCCOC3=CC=C(C=C3)F